C(CCCCCCCCCCCCCCC)(=O)OCC(COC(CCCCCCCCCCCCCCC)=O)(COCC(CO)(CO)CO)CO dipentaerythritol dipalmitate